(RS)-2-{4-(difluoromethoxy)-2,6-dimethylphenyl}-6-(1-hydroxyethyl)-2,5-dihydro-4H-pyrazolo[3,4-d]pyrimidin-4-one FC(OC1=CC(=C(C(=C1)C)N1N=C2N=C(NC(C2=C1)=O)[C@@H](C)O)C)F |r|